O1C(CCCC1)N1N=CC2=C(C=C(C=C12)N1C=NN=C1)NCCNC(OC(C)(C)C)=O tert-Butyl (2-((1-(tetrahydro-2H-pyran-2-yl)-6-(4H-1,2,4-triazol-4-yl)-1H-indazol-4-yl)amino)ethyl)carbamate